(cis)-3-((4-(2-(ethoxymethoxy)-4-ethynyl-3-fluorophenyl)phthalazin-1-yl)amino)-1-methylcyclobutane-1-ol C(C)OCOC1=C(C=CC(=C1F)C#C)C1=NN=C(C2=CC=CC=C12)NC1CC(C1)(O)C